NC1(CCN(CC1)C=1N=C(C2=C(N1)N(C=C2C2=C(C1=CN(N=C1C=C2)C2CC2)Cl)COCC[Si](C)(C)C)C#N)C2=CC=CC=C2 2-(4-amino-4-phenylpiperidin-1-yl)-5-(4-chloro-2-cyclopropyl-2H-indazol-5-yl)-7-((2-(trimethylsilanyl)ethoxy)methyl)-7H-pyrrolo[2,3-d]pyrimidine-4-carbonitrile